CC=1C(=C(C(=O)N(CCCCCCCCCCCC)C2=C(C=C(C=C2)F)Cl)C=CC1OC)F methyl-N-(2-chloro-4-fluorophenyl)-N-dodecyl-2-fluoro-4-methoxybenzamide